5-(1-ethoxyvinyl)pyridinecarboxamide C(C)OC(=C)C=1C=CC(=NC1)C(=O)N